2-[7-(3-aminopropanoyl)-2-(2-ethoxypyridin-3-yl)spiro[6,8-dihydro-1,7-naphthyridine-5,4'-piperidine]-1'-yl]-6-methoxybenzonitrile formate salt C(=O)O.NCCC(=O)N1CC2(CCN(CC2)C2=C(C#N)C(=CC=C2)OC)C=2C=CC(=NC2C1)C=1C(=NC=CC1)OCC